CC1=NC2=CC=CC=C2C(=N1)C(=O)NC(C)C1=NC=CC=C1 2-methyl-N-(1-(pyridin-2-yl)ethyl)quinazoline-4-carboxamide